N-{[4-(2-methylpyridine-3-sulfonyl)phenyl]methyl}-1H-pyrazolo[3,4-b]pyridine-5-carboxamide CC1=NC=CC=C1S(=O)(=O)C1=CC=C(C=C1)CNC(=O)C=1C=C2C(=NC1)NN=C2